ClC=1C(=C2C(=C(C(C2=CC1)=O)C#N)C#N)Cl dichlorodicyanoindenone